2-[3-(4-Chloro-phenyl)-adamantane-1-carbonyl]-malonic acid dimethyl ester COC(C(C(=O)OC)C(=O)C12CC3(CC(CC(C1)C3)C2)C2=CC=C(C=C2)Cl)=O